BrC(CN1CCN(CC1)C(=O)OC(C)(C)C)C 4-(2-Bromopropyl)-1-piperazinecarboxylic acid, 1,1-dimethylethyl ester